BrC=1C(=C2C(=NC1)NC(=N2)C2=C(N(C(=C2)C)C2=C(C=C(C=C2)C(=O)N2CCOCC2)C)C)N[C@@H]2CN(CC2)S(=O)(=O)CC (4-(3-(6-Bromo-7-(((S)-1-(ethylsulfonyl)pyrrolidin-3-yl)amino)-3H-imidazo[4,5-b]pyridin-2-yl)-2,5-dimethyl-1H-pyrrol-1-yl)-3-methylphenyl)(morpholino)methanon